5-(4-(methylsulfanyl)phenyl)-N-(pyridin-3-ylmethyl)-2-(4-(trifluoromethyl)phenyl)Oxazole-4-carboxamide CSC1=CC=C(C=C1)C1=C(N=C(O1)C1=CC=C(C=C1)C(F)(F)F)C(=O)NCC=1C=NC=CC1